ClC1=NC=NC=2C=C(C(CC12)=O)OC 4-chloro-6-oxo-7-methoxyquinazoline